lithium 1,2-dihydroxyethyl benzenesulfonate C1(=CC=CC=C1)S(=O)(=O)OC(CO)O.[Li]